C(C)N1C(CCCC1(C)C)(C)C N-Ethyl-2,2,6,6-tetramethylpiperidin